C(C)(C)OC=1C=CC(=NC1)O[C@H]1[C@@H](CN(CC1)C1=CC(N(C=2C=CC(=NC12)C#N)C)=O)C 8-((3R,4R)-4-((5-isopropoxypyridin-2-yl)oxy)-3-methylpiperidin-1-yl)-5-methyl-6-oxo-5,6-dihydro-1,5-naphthyridine-2-carbonitrile